CC1N(CCN(C1)C)C(=O)OC=1C=C2C=NC=NC2=CC1OC 7-methoxyquinazolin-6-yl 2,4-dimethylpiperazine-1-carboxylate